tert-butyl ((5-(((2S,3S,4S)-4-fluoro-3-hydroxy-1-((4-phenoxybutanoyl)glycyl) pyrrolidine-2-carboxamido)methyl)thiophen-3-yl)(imino)methyl)carbamate F[C@@H]1[C@H]([C@H](N(C1)C(CNC(CCCOC1=CC=CC=C1)=O)=O)C(=O)NCC1=CC(=CS1)C(=N)NC(OC(C)(C)C)=O)O